Copper-chromium-titanium [Ti].[Cr].[Cu]